C(C)C1=NN2C(C=C(C(=C2)F)N2CC3(C2)CN(C3)C(=O)C3CCN(CC3)C)=C1N(C=1SC(=C(N1)C1=CC=C(C=C1)F)C#N)C 2-((2-ethyl-6-fluoro-5-(6-(1-methylpiperidine-4-carbonyl)-2,6-diazaspiro[3.3]heptan-2-yl)pyrazolo[1,5-a]pyridin-3-yl)(methyl)amino)-4-(4-fluorophenyl)thiazole-5-carbonitrile